5-tert-butylpyridin-3-amine C(C)(C)(C)C=1C=C(C=NC1)N